2',4'-difluorobiphenyl FC1=C(C=CC(=C1)F)C1=CC=CC=C1